FC1=C(C=CC(=C1)F)S(=O)(=O)N(C)CC1=CC=C(C=C1)OC 2,4-Difluoro-N-((4-methoxyphenyl)methyl)-N-methyl-benzenesulfonamide